FC(COC=1C2=C(N=CN1)C(=C(N2)C2=CC(=NC=C2)NC([C@H](CC(F)F)C2=CC=C(C=C2)F)=O)C2=NC=CC=C2)F |r| (2RS)-N-{4-[4-(2,2-difluoroethoxy)-7-(pyridin-2-yl)-5H-pyrrolo[3,2-d]pyrimidin-6-yl]pyridin-2-yl}-4,4-difluoro-2-(4-fluorophenyl)butanamide